OCC=1C=C2C=CC(=NC2=CC1)C1CC(CCC1)O 3-(6-(Hydroxymethyl)quinolin-2-yl)cyclohexan-1-ol